FC(C(=O)O)(F)F.C12N(CCNC2C1)C(C(=O)NC1=C(C(=O)OC)C=CC=N1)=O methyl 2-(2-(2,5-diazabicyclo[4.1.0]heptan-2-yl)-2-oxoacetamido)nicotinate trifluoroacetic acid salt